(3R)-8-fluoro-7-[(Z)-N'-hydroxycarbamimidoyl]-4-oxo-3,5-dihydro-2H-1,5-benzothiazepin-3-yl carbamate C(N)(O[C@H]1CSC2=C(NC1=O)C=C(C(=C2)F)/C(/N)=N/O)=O